C(C)(=O)C=1C=C2CCCC2=CC1C(C)=O 5,6-diacetyl-1,3-dihydro-2H-indene